BrC1=C(C=C(C=C1)C1=NOC(=N1)C)OCOC 3-[4-bromo-3-(methoxymethoxy)phenyl]-5-methyl-1,2,4-oxadiazole